2-[[[[3-(2,6-dichlorophenyl)-1-methyl-2-propen-1-ylidene]amino]oxy]methyl]-alpha-(methoxyimino)-N-methylphenylacetamide ClC1=C(C(=CC=C1)Cl)C=CC(C)=NOCC1=C(C=CC=C1)C(C(=O)NC)=NOC